6-Chloro-9-cyclopropylmethyl-8-(1-methyl-1H-pyrazol-4-yl)-9H-pyrido[3,4-b]indole ClC=1C=C2C3=C(N(C2=C(C1)C=1C=NN(C1)C)CC1CC1)C=NC=C3